C(CCCCCCCC=CCCCCCCCCCCCCCCCCCCC)(=O)[O-] nonacos-9-enoate